2-[3'-Hydroxymethyl-1-methyl-6-oxo-5-(pyrimidin-4-ylamino)-1,6-dihydro-[3,4']bipyridinyl-2'-yl]-3,4,6,7,8,9-hexahydro-2H-pyrazino[1,2-a]indol OCC=1C(=NC=CC1C1=CN(C(C(=C1)NC1=NC=NC=C1)=O)C)N1CC=2N(C=3CCCCC3C2)CC1